[K+].O1C=2C(OCC1CCCCCCS(=O)(=O)[O-])=CSC2 6-(2,3-dihydro-thieno[3,4-b][1,4]dioxin-2-yl)hexane-1-sulfonic acid potassium salt